(3R)-3-(5-chloro-2-methoxyphenyl)-3-propyl-6-(trifluoromethyl)indolin-2-one ClC=1C=CC(=C(C1)[C@@]1(C(NC2=CC(=CC=C12)C(F)(F)F)=O)CCC)OC